COCCN1CC(OC2=C1C=CC(=C2)N)C2=CC=CC=C2 4-(2-methoxyethyl)-2-phenyl-3,4-dihydro-2H-1,4-benzoxazin-7-amine